CS(=O)(=O)/C=C/[C@@H](C)NC(=O)C1=NC=CN=C1 N-((R,E)-4-(methylsulfonyl)but-3-en-2-yl)pyrazine-2-carboxamide